C1C(CC12CNCC2)CC2=C(C=C(C=C2)NC(OCC2=CN=CO2)=O)F oxazol-5-ylmethyl (4-((6-azaspiro[3.4]octan-2-yl)methyl)-3-fluorophenyl)carbamate